(1R,2S)-1-(3-cyano-1-methyl-1H-pyrazol-4-yl)-1-(2-cyanophenyl)propan C(#N)C1=NN(C=C1[C@H](CC)C1=C(C=CC=C1)C#N)C